P(=O)(O)(O)OCC(C(=O)[O-])O 3-Phosphoglycerat